FC=1C(=C(C=O)C=C(C1)C(=O)N1CC2=C(CC1)N=C(S2)C2=CC=C(C=C2)N2CCCC2)O 3-fluoro-2-hydroxy-5-(2-(4-(pyrrolidin-1-yl)phenyl)-4,5,6,7-tetrahydrothiazolo[5,4-c]pyridine-5-carbonyl)benzaldehyde